ClC=1C=C2C=NC(=NC2=CC1C1CCN(CC1)C1(COC1)C)NC=1C=NN(C1)C12CC(C1)(C2)CN(C)C 6-chloro-N-(1-{3-[(dimethylamino)methyl]bicyclo[1.1.1]pentan-1-yl}-1H-pyrazol-4-yl)-7-[1-(3-methyloxetan-3-yl)piperidin-4-yl]quinazolin-2-amine